C1(=CC=C(C=C1)OC1=CC=C(C=C1)C(C)=O)C 1-(4-(p-tolyloxy)phenyl)ethanone